(7-chloro-6-(piperazin-1-yl)isoquinolin-3-yl)carbamic acid tert-butyl ester C(C)(C)(C)OC(NC=1N=CC2=CC(=C(C=C2C1)N1CCNCC1)Cl)=O